NCCCCNC(CCCNC(=O)N1C=CC2=C1N=CN=C2N(C)[C@H]2CN(CC[C@H]2C)C(CC#N)=O)=O N-[4-(4-aminobutylamino)-4-oxo-butyl]-4-[[(3R,4R)-1-(2-cyanoacetyl)-4-methyl-3-piperidyl]-methyl-amino]pyrrolo[2,3-d]pyrimidine-7-carboxamide